CC([C@@H](C(=O)N1[C@@H]([C@H]2C([C@H]2C1)(C)C)C(=O)O)NC1=CN=CS1)(C)C (1R,2S,5S)-3-[(2S)-3,3-dimethyl-2-(thiazol-5-ylamino)butanoyl]-6,6-dimethyl-3-azabicyclo[3.1.0]hexane-2-carboxylic acid